2-({2-[(5-bromo-2-nitrophenyl)amino]ethyl}(2,2-difluoroethyl)amino)ethanol BrC=1C=CC(=C(C1)NCCN(CCO)CC(F)F)[N+](=O)[O-]